7-methyl-6-(1-((5-methyl-1-(methyl-d3)-1H-pyrazol-4-yl)sulfonyl)piperidin-4-yl)-[1,2,4]triazolo[1,5-a]pyridine CC1=CC=2N(C=C1C1CCN(CC1)S(=O)(=O)C=1C=NN(C1C)C([2H])([2H])[2H])N=CN2